IC=1C=CC=2N(C3=CC=CC=C3C2C1)C1=CC=C(C=C1)OCCOC 3-iodo-9-(4-(2-methoxyethoxy)phenyl)-9H-carbazole